C1(CC1)CNC(C=1C=C(C=CC1)NC(=O)C=1N(N=C(C1)C(F)(F)F)C1=CC(=CC=C1)CN)C=1C2=CC=CC=C2C=2C=CC=CC2C1 2-(3-Aminomethyl-phenyl)-5-trifluoromethyl-2H-pyrazole-3-carboxylic acid {3-[(cyclopropylmethyl-amino)-phenanthren-9-yl-methyl]-phenyl}-amide